F[P-](F)(F)(F)(F)F.C(C1=CC=CC=C1)N[C@H](C)C1=CC=CC=C1 (R)-(+)-N-benzyl-1-phenylethylamine hexafluorophosphate